C1=C(C=C(C(=C1F)F)F)[N+](=O)[O-] 3,4,5-trifluoronitrobenzene